6-nitro-1-{[3-(trifluoromethyl)phenyl]methyl}-3,4-dihydroquinolin-2-one [N+](=O)([O-])C=1C=C2CCC(N(C2=CC1)CC1=CC(=CC=C1)C(F)(F)F)=O